tert-Butyl 5-oxo-4-(4-(trifluoromethyl)benzyl)-3-((2-(trimethylsilyl)ethoxy)methyl)-4,5,6,8-tetrahydropyrazolo[3,4-b]pyrrolo[3,4-d]pyridine-7(3H)-carboxylate O=C1C2=C(C3=C(N1CC1=CC=C(C=C1)C(F)(F)F)N(N=C3)COCC[Si](C)(C)C)CN(C2)C(=O)OC(C)(C)C